FC1=C(C=CC(=C1)F)[C@@H]1[C@H](C1)NC(N([C@H]1CN(CCC1)C=1N=NC=CC1)C)=O 3-[(1S,2R)-2-(2,4-difluorophenyl)cyclopropyl]-1-methyl-1-[(3R)-1-(pyridazin-3-yl)piperidin-3-yl]urea